ClC1=CN=C(S1)C=1C=C(C(=O)N[C@H](C)C=2C=NC(=NC2)C(F)(F)F)C=C(C1)OC(C)C(C)O 3-(5-chloro-1,3-thiazol-2-yl)-5-{[3-hydroxybutan-2-yl]oxy}-N-[(1R)-1-[2-(trifluoromethyl)pyrimidin-5-yl]ethyl]benzamide